2,4-dichloro-5-((2,2,2-trifluoroethoxy)methyl)pyrimidine tert-butyl-N-[rac-(1S,2S,4R)-7-[(4-bromo-3-chloro-phenyl)methyl]-7-azabicyclo[2.2.1]heptan-2-yl]carbamate C(C)(C)(C)OC(N[C@@H]1[C@@H]2CC[C@H](C1)N2CC2=CC(=C(C=C2)Br)Cl)=O.ClC2=NC=C(C(=N2)Cl)COCC(F)(F)F |r|